ClC1=NNC2=C(C(=CC=C12)\C=C(\C(=O)NC=1C(=NC=C(C1C)F)C)/F)F (2Z)-3-(3-Chloro-7-fluoro-1H-indazol-6-yl)-2-fluoro-N-(5-fluoro-2,4-dimethylpyridin-3-yl)prop-2-enamide